N-(2,6-dioxopiperidin-3-yl)-5-(4-oxopiperidin-1-yl)pyridine-2-carboxamide ethyl-2-(4-isobutylphenyl)-propanoate C(C)OC(C(C)C1=CC=C(C=C1)CC(C)C)=O.O=C1NC(CCC1NC(=O)C1=NC=C(C=C1)N1CCC(CC1)=O)=O